(R)-9-(2-phosphonomethoxypropyl)adenine P(=O)(O)(O)CO[C@@H](CN1C2=NC=NC(=C2N=C1)N)C